5-acetylneuraminic acid C(C)(=O)[C@]1([C@H](CC(C(O)=O)(O)O[C@H]1[C@H](O)[C@H](O)CO)O)N